(dimethylsilyl)dimethylhydrazine C[SiH](C)N(NC)C